N[C@@H]1[C@@H](OCC12CCN(CC2)C=2N=C(C(=NC2CO)SC2=C(C(=NC=C2)NC(=O)NS(=O)(=O)C2=CC=CC=C2)Cl)C)C N-((4-((5-((3S,4S)-4-amino-3-methyl-2-oxa-8-aza-spiro[4.5]decan-8-yl)-6-(hydroxymethyl)-3-methylpyrazin-2-yl)thio)-3-chloropyridin-2-yl)carbamoyl)benzenesulfonamide